2-(3-(dimethylamino)-1H-pyrazol-1-yl)benzonitrile CN(C1=NN(C=C1)C1=C(C#N)C=CC=C1)C